FC=1C=C2C(=CC(N(C2=CC1C1=C(C=CC=C1O)F)C1=C(C=CC=C1C)C(C)C)=O)N1CCNCC1 6-fluoro-7-(2-fluoro-6-hydroxyphenyl)-1-(2-isopropyl-6-methylphenyl)-4-(piperazine-1-yl)quinolin-2(1H)-one